dimethyl 2,2'-iminodiacetate N(CC(=O)OC)CC(=O)OC